(2S)-2-[4-chloro-5-fluoro-2-(4-ethoxy-4,5-dihydroisoxazol-3-yl)phenoxy]propionic acid methyl ester COC([C@H](C)OC1=C(C=C(C(=C1)F)Cl)C1=NOCC1OCC)=O